S1NC(C2=C1C=CC=C2)=O 1,2-benzothiazol-3-one